FC1=C(CC2=CC=C(N2C)C(=O)N2CC3(CC2)CCOCC3)C=CC=C1 (5-(2-fluorobenzyl)-1-methyl-1H-pyrrol-2-yl)(8-oxa-2-azaspiro[4.5]decan-2-yl)methanone